C(C)OC(=O)C=1C(=NN2C1N=C(C=C2)N2[C@H]1CN([C@@H](C2)C1)C)C1=C(C=CC=C1)F 2-(2-fluorophenyl)-5-[(1R,4R)-5-methyl-2,5-diazabicyclo[2.2.1]heptane-2-yl]pyrazolo[1,5-a]pyrimidine-3-carboxylic acid ethyl ester